4-(2-(7-(2-(1H-Imidazol-1-yl)ethoxy)-6-methoxy-3,4-dihydroisoquinolin-2(1H)-yl)ethyl)aniline N1(C=NC=C1)CCOC1=C(C=C2CCN(CC2=C1)CCC1=CC=C(N)C=C1)OC